palmitoyl-lysyl-threonyl-serine C(CCCCCCCCCCCCCCC)(=O)N[C@@H](CCCCN)C(=O)N[C@@H]([C@H](O)C)C(=O)N[C@@H](CO)C(=O)O